C(CO)O Mono-Ethylenglycol